dioxasilan-2-yl-butan-1-thiol O[SiH](O)C(CCC)S